S1C=NC(=C1)CC1=C(C(=O)N)C=CC=C1 (thiazol-4-ylmethyl)benzamide